(Ra)-6-(1-((S)-1-([1,1'-Biphenyl]-4-yl)ethyl)-4-chloro-1H-indazol-7-carboxamido)spiro-[3.3]heptan C1(=CC=C(C=C1)[C@H](C)N1N=CC2=C(C=CC(=C12)C(=O)NC1CC2(CCC2)C1)Cl)C1=CC=CC=C1